OCC1=C(C=C(C=N1)C1=CC=C(C=O)C=C1)OC 4-[6-(hydroxymethyl)-5-methoxypyridin-3-yl]benzaldehyde